(S)-2-(2-(3-(1-(1-acetylazetidin-3-yl)piperidin-4-yl)-2-(difluoromethyl)-2H-pyrazolo[4,3-b]pyridin-5-yl)-7-(4-chlorophenyl)-5-methylbenzo[d]thiazol-6-yl)-2-(tert-butoxy)acetic acid C(C)(=O)N1CC(C1)N1CCC(CC1)C=1N(N=C2C1N=C(C=C2)C=2SC1=C(N2)C=C(C(=C1C1=CC=C(C=C1)Cl)[C@@H](C(=O)O)OC(C)(C)C)C)C(F)F